C(C)(C)(C)N(C(O)=O)C1=CC=C(C=C1)C1=CC=C(C=C1)OCCCCCC#C.C(CCCCC#C)OC1=CC=C(C=C1)C1=CC=C(C=C1)N 4'-(hept-6-yn-1-yloxy)-[1,1'-biphenyl]-4-amine tert-Butyl-(4'-(hept-6-yn-1-yloxy)-[1,1'-biphenyl]-4-yl)carbamate